NC(C(CCC(=O)O)N1CC2=NC(=CC=C2C1=O)C1CCN(CC1)CC1=CC=CC=C1)=O 5-amino-4-(2-(1-benzylpiperidin-4-yl)-5-oxo-5H-pyrrolo[3,4-b]pyridin-6(7H)-yl)-5-oxopentanoic acid